(7S)-2-(((1-(3-fluoro-4-methoxybenzyl)-1H-pyrazol-4-yl)methyl)amino)-7,8-dimethyl-7,8-dihydropteridin-6(5H)-one FC=1C=C(CN2N=CC(=C2)CNC2=NC=3N([C@H](C(NC3C=N2)=O)C)C)C=CC1OC